(S)-octanedioic acid hydroxyamide (1-phenethylcarbamoyl-2-phenyl-ethyl)-amide C(CC1=CC=CC=C1)NC(=O)[C@H](CC1=CC=CC=C1)NC(CCCCCCC(=O)NO)=O